N1(N=CC=C1)CC1=C(C=C(C(=O)NS(=O)(=N)C2=C(C=C(C=C2OC)OC)OC)C=C1)OC 4-((1H-pyrazol-1-yl)methyl)-3-methoxy-N-(2,4,6-trimethoxyphenylsulfonimidoyl)benzamide